2-[4-(3-phenylpyrrolidin-1-yl)phenoxy]pyrido[3,4-d]pyrimidin-4-ol C1(=CC=CC=C1)C1CN(CC1)C1=CC=C(OC=2N=C(C3=C(N2)C=NC=C3)O)C=C1